C1(CC12COCC2)C(=O)N 5-oxaspiro[2.4]heptane-1-carboxamide